2-[4-(5-Amino-4-cyano-1-isopropylpyrazol-3-yl)phenyl]-N-[1-methyl-5-(1,1,1-trifluoro-2-methylpropan-2-yl)pyrazol-3-yl]propanamide NC1=C(C(=NN1C(C)C)C1=CC=C(C=C1)C(C(=O)NC1=NN(C(=C1)C(C(F)(F)F)(C)C)C)C)C#N